C1(CCCCC1)CN1N=C(C=C1OCC1=C(C=CC(=C1)Cl)Cl)CNC 1-{1-(cyclohexylmethyl)-5-[(2,5-dichlorobenzyl)oxy]-1H-pyrazol-3-yl}-N-methylmethanamine